5-((7-azaspiro[3.5]nonan-2-yl)oxy)-2-((3,4-dihydroisoquinolin-2(1H)-yl)methyl)-4H-pyran-4-one bis-trifluoroacetate FC(C(=O)O)(F)F.FC(C(=O)O)(F)F.C1C(CC12CCNCC2)OC=2C(C=C(OC2)CN2CC1=CC=CC=C1CC2)=O